C(C)N1N=NC(=C1)C1=CC(=C(C(=O)N([C@H]2CNCCC2)C2=NC=CC3=CC(=CC(=C23)C)OC([2H])([2H])[2H])C=C1)F 4-(1-ethyltriazol-4-yl)-2-fluoro-N-[8-methyl-6-(trideuteriomethoxy)-1-isoquinolyl]-N-[(3R)-3-piperidyl]benzamide